C[C@H]1[C@@H](C[C@H]([C@@H](O1)OCCCCCCCCCCCCCCCCCC(=O)O)O)O The molecule is an omega-hydroxy fatty acid ascaroside obtained by formal condensation of the alcoholic hydroxy group of 18-hydroxyoctadecanoic acid (18-hydroxystearic acid) with ascarylopyranose (the alpha anomer). It is a metabolite of the nematode Caenorhabditis elegans. It has a role as a Caenorhabditis elegans metabolite. It is a monocarboxylic acid and an omega-hydroxy fatty acid ascaroside. It derives from a 18-hydroxyoctadecanoic acid. It is a conjugate acid of an oscr#32(1-).